3-(4-(3,8-dimethyldibenzo[b,f][1,4]oxazepin-11-yl)piperazin-1-yl)-2,2-dimethylpropionic acid CC1=CC2=C(C(=NC3=C(O2)C=CC(=C3)C)N3CCN(CC3)CC(C(=O)O)(C)C)C=C1